S1C(=NC2=C1C=CC=C2)NC2=C(C(=C(N=N2)NC=2SC(=C(N2)C(=O)OCC)CCCOC2=C(C=C(C=C2)C#CCN(C)C)F)C)C ethyl 2-({6-[(1,3-benzothiazol-2-yl) amino]-4,5-dimethylpyridazin-3-yl} amino)-5-(3-{4-[3-(dimethylamino) prop-1-yn-1-yl]-2-fluorophenoxy} propyl)-1,3-thiazole-4-carboxylate